C1(=CC=CC2=CC=CC=C12)C1=CC2=CC3=CC=C(C=C3C=C2C=C1)C1=CC=CC2=CC=CC=C12 2,6-bis(1-naphthyl)anthracene